N-adamantan-2-yl-N'-(3,7-dimethyl-octa-2,6-dienyl)-ethane-1,2-diamine C12C(C3CC(CC(C1)C3)C2)NCCNCC=C(CCC=C(C)C)C